(3R)-3-(1,4-dimethyl-1H-benzotriazol-5-yl)-3-(7-{[(2R,5S)-7-hydroxy-2,5-dimethyl-2,3-Dihydropyrido[2,3-f][1,4]oxazepin-4(5H)-yl]methyl}-1-benzothiophen-5-yl)propanoic acid CN1N=NC2=C1C=CC(=C2C)[C@H](CC(=O)O)C=2C=C(C1=C(C=CS1)C2)CN2C[C@H](OC1=C([C@@H]2C)N=C(C=C1)O)C